N-({6-[4-(difluoromethyl)-1,2,3-triazol-1-yl]-2-fluoro-3-methoxyphenyl}methyl)-3-(methoxymethyl)-1-{[2-(pyrrolidin-1-yl)pyrimidin-5-yl]methyl}pyrazole-4-carboxamide FC(C=1N=NN(C1)C1=CC=C(C(=C1CNC(=O)C=1C(=NN(C1)CC=1C=NC(=NC1)N1CCCC1)COC)F)OC)F